6-(4-(2-vinyloxazol-5-yl)phenyl)-7H-pyrrolo[2,3-d]pyrimidin-4-amine C(=C)C=1OC(=CN1)C1=CC=C(C=C1)C1=CC2=C(N=CN=C2N)N1